C12C=CC(C(C1)CN1CC3C(C1)C(CC3)CCNC=3N=NC(=CC3)C=3N(N=CC3C)C)C2 N-[2-[2-(5-bicyclo[2.2.1]hept-2-enylmethyl)-3,3a,4,5,6,6a-hexahydro-1H-cyclopenta[c]pyrrol-4-yl]ethyl]-6-(2,4-dimethylpyrazol-3-yl)pyridazin-3-amine